4-Amino-1-(6-aminopyridin-3-yl)-2-oxo-7-(trifluoromethyl)-1,2-dihydroquinoline-3-carboxylic acid methyl ester COC(=O)C=1C(N(C2=CC(=CC=C2C1N)C(F)(F)F)C=1C=NC(=CC1)N)=O